triglycerol dilinoleate C(CCCCCCC\C=C/C\C=C/CCCCC)(=O)O.C(CCCCCCC\C=C/C\C=C/CCCCC)(=O)O.OCC(O)CO.OCC(O)CO.OCC(O)CO